C(C)(C)(C)N=[Ta](C1C=CC=C1)(N(CC)CC)N(CC)CC tert-butyliminobis(diethylamino)cyclopentadienyl-tantalum